4-((2-methyloxetan-2-yl)methoxy)-5-(trifluoromethyl)pyrimidin-2-amine CC1(OCC1)COC1=NC(=NC=C1C(F)(F)F)N